3-carbonyl-3-(benzothiophene-2-yl)propionamide C(=O)=C(CC(=O)N)C=1SC2=C(C1)C=CC=C2